CNS(=O)(=O)N[C@@H]([C@@H](C)CC)C(=O)NCCN1C(C=CC1=O)=O methylsulfamoyl-N1-[2-(2,5-dioxo-2,5-dihydro-1H-pyrrol-1-yl)ethyl]-L-isoleucine amide